ethyl 2-(chloromethoxycarbonylamino)-3-methylbutanoate ClCOC(=O)NC(C(=O)OCC)C(C)C